(crotyl)(2-dicyclohexylphosphino-2',6'-diisopropyloxy-1,1'-biphenyl) palladium (II) [Pd+2].C(C=CC)C=1C(=C(C=CC1)C1=C(C=CC=C1OC(C)C)OC(C)C)P(C1CCCCC1)C1CCCCC1